[Cl-].[Cl-].C[Si](=[Hf+2](C1C(=CC2=C(C(=C(C=C12)C(C)(C)C)OC)C1=CC(=CC(=C1)C)C)C)C1C(=CC2=C(C=3CCCC3C(=C12)C1=CC(=CC(=C1)C)C)C1=CC(=CC(=C1)C)C)C)C dimethylsilanediyl[2-methyl-4,8-di(3,5-dimethylphenyl)-1,5,6,7-tetrahydro-s-indacen-1-yl][2-methyl-4-(3,5-dimethylphenyl)-5-methoxy-6-tert-butylinden-1-yl]hafnium dichloride